(S)-2-Amino-3-(pyrimidin-5-yl)propanoic acid N[C@H](C(=O)O)CC=1C=NC=NC1